(3,3-difluorocyclobutyl)(5-(2-methyl-2H-pyrazolo[3,4-b]pyridin-5-yl)thieno[3,2-b]pyridin-2-yl)methanol FC1(CC(C1)C(O)C1=CC2=NC(=CC=C2S1)C1=CC=2C(N=C1)=NN(C2)C)F